ethyl (2R)-2-([1-[(2-chlorophenyl) methyl]-5-(3-methoxyphenyl)-1H-pyrazol-3-yl] methoxy)-2-methylbutyrate ClC1=C(C=CC=C1)CN1N=C(C=C1C1=CC(=CC=C1)OC)CO[C@@](C(=O)OCC)(CC)C